ClC1=CC=C(C=C1)NC(N(C)OC)=O 3-(4-chlorophenyl)-1-methoxy-1-methylurea